O[C@@H](CNC(OC(C)(C)C)=O)C tert-butyl (R)-(2-hydroxypropyl)-carbamate